CC1=C(C2=C(N=CN=C2NC2(CC2)C)O1)C(=O)N1CCN(CC1)C1=C(C#N)C=CC=C1 (4-{6-methyl-4-[(1-methylcyclopropyl)amino]furo[2,3-d]pyrimidin-5-carbonyl}piperazin-1-yl)benzonitrile